tert-butyl 3-(2-((S)-1-(4-fluorophenyl)-1,2,3,4-tetrahydroisoquinoline-2-carbothioamido)-1-hydroxyethyl)azetidine-1-carboxylate FC1=CC=C(C=C1)[C@@H]1N(CCC2=CC=CC=C12)C(NCC(O)C1CN(C1)C(=O)OC(C)(C)C)=S